(S)-N-(1-(3-(2-cyclopropylpyridin-4-yl)-1,2,4-oxadiazol-5-yl)ethyl)-3-(trifluoromethoxy)benzamide bis(3,7-dimethylocta-2,6-dien-1-yl)succinate CC(=CCOC(CCC(=O)OCC=C(CCC=C(C)C)C)=O)CCC=C(C)C.C1(CC1)C1=NC=CC(=C1)C1=NOC(=N1)[C@H](C)NC(C1=CC(=CC=C1)OC(F)(F)F)=O